3-(5-((2,4-dimethoxybenzyl)amino)-9-fluoro-7-methoxy-[1,2,4]triazolo[1,5-c]quinazolin-2-yl)cyclobutan-1-ol COC1=C(CNC2=NC=3C(=CC(=CC3C=3N2N=C(N3)C3CC(C3)O)F)OC)C=CC(=C1)OC